2-cycloheptyl-1,4-benzoquinone C1(CCCCCC1)C=1C(C=CC(C1)=O)=O